(8-(1-methyl-6-(trifluoromethyl)-1H-benzo[d]imidazol-5-yl)indolizin-3-yl)(4-(((2,3,5,6-tetrafluoro-4-(methylsulfonyl)phenyl)amino)methyl)phenyl)methanone CN1C=NC2=C1C=C(C(=C2)C2=CC=CN1C(=CC=C21)C(=O)C2=CC=C(C=C2)CNC2=C(C(=C(C(=C2F)F)S(=O)(=O)C)F)F)C(F)(F)F